C12(OCC(CC1)CC2)COC2=NC1=C(C(=C(C=C1C(=N2)N2C[C@H]1CC[C@@H](C2)N1)C(C)=O)C1=CC(=CC2=CC=C(C(=C12)C#C)F)O)F 1-(2-((2-oxabicyclo[2.2.2]oct-1-yl)methoxy)-4-((1r,5s)-3,8-diazabicyclo[3.2.1]oct-3-yl)-7-(8-ethynyl-7-fluoro-3-hydroxynaphthalen-1-yl)-8-fluoroquinazolin-6-yl)ethan-1-one